5-fluoro-2-hydroxy-N-isopropyl-N-(2,2,2-trifluoroethyl)benzamide FC=1C=CC(=C(C(=O)N(CC(F)(F)F)C(C)C)C1)O